C(C)(C)(C)OC(=O)NC=1C=2N(C3=CC(=C(C=C3N1)F)C(=O)O)C(=NC2)C 4-((tert-butoxycarbonyl)amino)-7-fluoro-1-methylimidazo[1,5-a]quinoxaline-8-carboxylic acid